BrC=1C=C2C=C(C(=NC2=CC1)OC)CC1=C(N=C(S1)Cl)Cl 5-((6-bromo-2-methoxyquinolin-3-yl)methyl)-2,4-dichloro-thiazole